Cl.[C@@H]1([C@@H](CCCC1)N)N trans-1,2-cyclohexanediamine-hydrochloride